O=C1NC(CCC1N1C(C2=CC=CC(=C2C1=O)NCC1CCC(CC1)OC1CCN(CC1)C(=O)OC(C)(C)C)=O)=O tert-butyl 4-[4-[[[2-(2,6-dioxo-3-piperidyl)-1,3-dioxo-isoindolin-4-yl]amino]methyl] cyclohexoxy]piperidine-1-carboxylate